COC(COC1=CC2=C(SC=C2)C(=C1)C#N)C 5-(2-Methoxypropoxy)benzo[b]thiophene-7-carbonitrile